C1(=CC=CC=C1)C=C(C)C=1N=C(SC1)NC(=O)C=1N(C=CC1)CC1=CC=NC=C1 N-(4-(1-phenylprop-1-en-2-yl)thiazol-2-yl)-1-(pyridin-4-ylmethyl)-1H-pyrrole-2-carboxamide